N-(1-(2,6-dimethoxyphenyl)-2-(6-ethoxypyridin-2-yl)-1H-imidazo[4,5-b]pyrazin-6-yl)-4-hydroxycyclohexane-1-sulfonamide COC1=C(C(=CC=C1)OC)N1C(=NC=2C1=NC(=CN2)NS(=O)(=O)C2CCC(CC2)O)C2=NC(=CC=C2)OCC